(E)-N-(5-(4-(4-(4-(dimethylamino)but-2-enoyl)piperazin-1-yl)quinazolin-6-yl)-2-methoxypyridin-3-yl)-2,4-difluorobenzenesulfonamide CN(C/C=C/C(=O)N1CCN(CC1)C1=NC=NC2=CC=C(C=C12)C=1C=C(C(=NC1)OC)NS(=O)(=O)C1=C(C=C(C=C1)F)F)C